ClC1=CC=C(C=C1)N1C2=NC(=NC(=C2N=C1C=1C=NC(=CC1)C#N)N1CCC(CC1)(C(=O)N)C)OCC(C)(C)O [9-(4-chlorophenyl)-8-(6-cyano-3-pyridinyl)-2-(2-hydroxy-2-methyl-propoxy)purin-6-yl]-4-methyl-piperidine-4-carboxamide